(S)-1-Benzoylproline methyl ester COC([C@H]1N(CCC1)C(C1=CC=CC=C1)=O)=O